Dicyanomethylene-1,3,4,5,6,8,9,10-octafluoro-7H-pyrene C(#N)C(C#N)=C1C(C=2C(=C(C3=C(C=C(C=4C(=C(C(=C1F)C2C43)F)F)F)F)F)F)F